NC=1SC=C(N1)C(=O)O 2-amino-1,3-thiazole-4-carboxylic acid